3-chloro-N-(4-chloro-3-cyano-1H-indol-7-yl)-1-(2-hydroxy-1,1-dimethyl-ethyl)pyrazole-4-sulfonamide ClC1=NN(C=C1S(=O)(=O)NC=1C=CC(=C2C(=CNC12)C#N)Cl)C(CO)(C)C